2-((1R,5S)-3-azabicyclo[3.1.0]hexan-3-yl)-8-bromo-6-fluoro-3-methylquinazolin-4(3H)-one [C@@H]12CN(C[C@H]2C1)C1=NC2=C(C=C(C=C2C(N1C)=O)F)Br